FC(C1=CC=C(C=C1)C1=C2CCN(CC2=CC=C1)C(=O)OC(C)(C)C)(F)F tert-butyl 5-(4-(trifluoromethyl)phenyl)-3,4-dihydroisoquinoline-2(1H)-carboxylate